8-(4-((6-(2,4-dioxotetrahydropyrimidin-1(2H)-yl)pyridazin-3-yl)methyl)piperazin-1-yl)-9-ethyl-6,6-dimethyl-11-oxo-6,11-dihydro-5H-benzo[b]carbazole-3-carbonitrile O=C1N(CCC(N1)=O)C1=CC=C(N=N1)CN1CCN(CC1)C=1C(=CC2=C(C(C=3NC4=CC(=CC=C4C3C2=O)C#N)(C)C)C1)CC